C(C)(C)(C)NS(=O)(=O)C1=CC=CC(=C1)COCC(C)C N-tert-butyl-5-(isobutoxymethyl)benzenesulfonamide